3-amino-5-furancarboxylic acid methyl ester COC(=O)C1=CC(=CO1)N